1-(5-fluoro-2-methyl-phenyl)piperazine FC=1C=CC(=C(C1)N1CCNCC1)C